O[C@@](C=1C=C(C=NC1)C1=NOC(=N1)C1CCN(CC1)C(C)=O)(C1(CNC1)C)C1=CC=C(C=C1)C(C)C 1-[4-(3-{5-[(R)-Hydroxy-(4-isopropyl-phenyl)-(3-methyl-azetidin-3-yl)-methyl]-pyridin-3-yl}-[1,2,4]oxadiazol-5-yl)-piperidin-1-yl]-ethanone